5-(2-((1-(2-aminopyridin-3-yl)ethyl)amino)ethoxy)-7-(6-(bis(4-methoxybenzyl)amino)-4-methyl-3-(trifluoromethyl)pyridin-2-yl)-6-chloroquinazolin-4(3H)-one NC1=NC=CC=C1C(C)NCCOC1=C2C(NC=NC2=CC(=C1Cl)C1=NC(=CC(=C1C(F)(F)F)C)N(CC1=CC=C(C=C1)OC)CC1=CC=C(C=C1)OC)=O